(S)-2-Methyl-5-((1-methylazetidin-2-yl)methoxy)-N-(1-(7-(N-methylmethylsulfonamido)quinolin-5-yl)cyclopropyl)benzamide CC1=C(C(=O)NC2(CC2)C2=C3C=CC=NC3=CC(=C2)N(S(=O)(=O)C)C)C=C(C=C1)OC[C@H]1N(CC1)C